N-(2-(2-aminoethoxy)ethyl)cinnamamide NCCOCCNC(C=CC1=CC=CC=C1)=O